N1C=NC=2C=NC=3N=CC=CC3C21 imidazo[4,5-c]naphthyridine